ClC=1C=C2C=NN(C2=CC1N1CCN(CC1)C1(COC1)C)C=1C=NN(C1)[C@@H]1C[C@H](C1)COC 5-chloro-1-{1-[trans-3-(methoxymethyl)cyclobutyl]-1H-pyrazol-4-yl}-6-[4-(3-methyloxetan-3-yl)piperazin-1-yl]-1H-indazole